NC=1SC2=C(C1C#N)C(=CC=C2C)C2=C(C=C1C=NC(=NC1=C2F)OC[C@@H]2N(CCC2)C)Cl 2-Amino-4-[6-chloro-8-fluoro-2-[[(2R)-1-methylpyrrolidin-2-yl]methoxy]quinazolin-7-yl]-7-methyl-benzothiophene-3-carbonitrile